C1=CC=CC=2C3=CC=CC=C3C(C12)COC(=O)N[C@H](C(=O)OC(C)(C)C)CCC(=O)[O-] (S)-1-tert-butyl 2-(fluoren-9-ylmethoxycarbonylamino)-glutarate